O([Si](C)(C)C(C)(C)C)C([C@@]12CCC[C@H]1[C@@H]1CC=C3CCCC[C@]3(C)[C@H]1CC2)(O)O[Si](C)(C)C(C)(C)C (1S,3R)-bis(tert-butyldimethylsiloxy)-(20S)-hydroxy-androst-5-ene